2-(4-iodophenyl)imidazole IC1=CC=C(C=C1)C=1NC=CN1